(carboxymethyl)pyridine-1-ium C(=O)(O)C[N+]1=CC=CC=C1